ClC=1C=CC=C2C(=CC(=NC12)C1=CC=C(C=C1)O)C(F)(F)F 4-[8-chloro-4-(trifluoromethyl)-2-quinolinyl]Phenol